C(C1=CC=CC=C1)[C@@H]1N(CC[C@H]1O)C1=NC(=CC(N1)=O)N1CCOCC1 2-((2S,3R)-2-benzyl-3-hydroxypyrrolidin-1-yl)-6-morpholinopyrimidin-4(3H)-one